O=C1CCCC2=C1SC(=C2)C(=O)OCC Ethyl 7-oxo-4,5,6,7-tetrahydrobenzo[b]thiophene-2-carboxylate